C1(CC1)S(=O)(=O)NC=1SC=C(N1)C(C(=O)NC1=CC=C(C=C1)C1=NC(=CC=C1)OC)(C)C 2-(2-(cyclopropanesulfonamido)thiazol-4-yl)-N-(4-(6-methoxypyridin-2-yl)phenyl)-2-methylpropanamide